O1CC(=CC1)C1=C2C=C(N=CC2=C(N=C1)NC)NC(=O)C1CC1 N-(5-(2,5-dihydrofuran-3-yl)-8-(methylamino)-2,7-naphthyridin-3-yl)cyclopropanecarboxamide